NC=1C(=CC(=C(C1)C=1C(N(C2=CC(=NC=C2C1)N[C@@H](COC)C)CC(F)(F)F)=O)Cl)F (R)-3-(5-amino-2-chloro-4-fluorophenyl)-7-((1-methoxyprop-2-yl)amino)-1-(2,2,2-trifluoroethyl)-1,6-naphthyridin-2(1H)-one